carbamic acid 1-(2-chloro-phenyl)-ethyl ester ClC1=C(C=CC=C1)C(C)OC(N)=O